BrCCCOC1=CC=2C(=C3C(=NC2C=C1)C1=CC2=C(C(N1C3)=O)COC([C@]2(O)CC)=O)CC (S)-9-(3-Bromopropoxy)-4,11-diethyl-4-hydroxy-1,12-dihydro-14H-pyrano[3',4':6,7]indolizino[1,2-b]quinoline-3,14(4H)-dione